FC(C(=O)O)(F)F.CC1=CC2=C(N=C(N=C2N2CCC3(CCNC3)CC2)C2=CC=NC=C2)C=N1 6-methyl-2-(pyridin-4-yl)-4-(2,8-diazaspiro[4.5]decan-8-yl)pyrido[3,4-d]pyrimidine trifluoroacetate